3-(3H-[1,2,3]triazolo[4,5-b]pyridin-6-yl)-N-methyl-N-(4-phenethoxyphenyl)benzamide N1=NNC2=NC=C(C=C21)C=2C=C(C(=O)N(C1=CC=C(C=C1)OCCC1=CC=CC=C1)C)C=CC2